Octahydro-4,7-methylene-1H-indene-5-methanol C1C2C3CCCC3C1CC2CO